C(C(=C)C)(=O)OCCCCO hydroxyn-butyl methacrylate